ethyl 4-(5-(3-((2-((3-ethoxy-3-oxopropyl) (methyl) carbamoyl)-5-methoxybenzo[b]thiophen-6-yl) oxy) propoxy)-6-methoxybenzo[b]thiophen-2-yl)-4-oxobutyrate C(C)OC(CCN(C(=O)C1=CC2=C(S1)C=C(C(=C2)OC)OCCCOC2=CC1=C(SC(=C1)C(CCC(=O)OCC)=O)C=C2OC)C)=O